C(C1=CC=CC=C1)N1CC2CCC(C1)C2C=O 3-benzyl-3-azabicyclo[3.2.1]octane-8-carbaldehyde